sodium iminodisuccinate salt N(C(C(=O)[O-])CC(=O)[O-])C(C(=O)[O-])CC(=O)[O-].[Na+].[Na+].[Na+].[Na+]